NC1=CC=C(C=C1)C1(CC#N)CC(=CC(=C1)C1=CC=C(C=C1)N)C1=CC=C(C=C1)N 1,3,5-tri(4-aminophenyl)benzyl cyanide